tert-butyl 4-(hydroxymethyl)-4-methyl-piperidine-1-carboxylate OCC1(CCN(CC1)C(=O)OC(C)(C)C)C